N-(benzyloxycarbonyl)diisopropylamine C(C1=CC=CC=C1)OC(=O)N(C(C)C)C(C)C